2,2-difluorocyclohexylamine hydrochloride Cl.FC1(C(CCCC1)N)F